5-hydroxy-lysine OC(CC[C@H](N)C(=O)O)CN